N-[4-(5-Chloro-1,3-benzoxazol-2-yl)phenyl]oxazol-2-carboxamid ClC=1C=CC2=C(N=C(O2)C2=CC=C(C=C2)NC(=O)C=2OC=CN2)C1